(R)-N-(3-(5-hydroxy-6-oxo-1,6-dihydropyrimidin-4-yl)-2-(4-((4-(morpholinomethyl)phenyl)ethynyl)phenyl)propyl)methanesulfonamide OC1=C(N=CNC1=O)C[C@@H](CNS(=O)(=O)C)C1=CC=C(C=C1)C#CC1=CC=C(C=C1)CN1CCOCC1